N[C@@H]1C2=CC=CC=C2CC12CCN(CC2)C=2NC(C1=C(N2)NN=C1C1(CC1)C=1OC2=C(N1)C=CC=C2)=O (S)-6-(1-amino-1,3-dihydrospiro[indene-2,4'-piperidin]-1'-yl)-3-(1-(benzo[d]oxazol-2-yl)cyclopropyl)-1,5-dihydro-4H-pyrazolo[3,4-d]pyrimidin-4-one